benzyl (2S)-2-[[5,7-dichloro-2-[(3-chlorophenyl)methyl]-1-oxo-3,4-dihydroisoquinoline-6-carbonyl]amino]-3-[[(1R)-indan-1-yl]carbamoylamino]propanoate ClC1=C2CCN(C(C2=CC(=C1C(=O)N[C@H](C(=O)OCC1=CC=CC=C1)CNC(N[C@@H]1CCC2=CC=CC=C12)=O)Cl)=O)CC1=CC(=CC=C1)Cl